[2H]C1=C(C(=C(C(=C1[2H])C(=O)O)F)[2H])[2H] 2-fluorobenzoic acid-d4